O=C1C=C2CC[C@H]3[C@@H]4CC[C@@H]([C@@]4(C)CC[C@@H]3[C@]2(CC1)C)OC(CCCCCCCCCCCC)=O.BrCCCC(=O)N1CCCC1 4-bromo-1-(pyrrolidin-1-yl)butan-1-one (17β)-3-Oxoandrost-4-EN-17-YL-Tridecanoate